C(C1=CC=CC=C1)OC(=O)N1CC(CC1)(C1=CC=C(C=C1)F)NC(CCl)=O.C(#N)C1=CC=C(C=C1)S(=O)(=O)NC1=CC=C(C=C1)NC1=CC(OC2=C1C=C(C=C2)[N+](=O)[O-])=O 4-cyano-N-(4-((6-nitro-2-oxo-2H-benzopyran-4-yl)amino)phenyl)benzenesulfonamide benzyl-3-[(2-chloroacetyl)amino]-3-(4-fluorophenyl)pyrrolidine-1-carboxylate